CC1=CC=C(C=C1)N1CCC2(C(C=3C=C(SC3N=C12)C)=O)O 12-[4-(methyl)phenyl]-9-hydroxy-5-methyl-4-thia-2,12-diazatricyclo[7.3.0.03,7]dodeca-1,3(7),5-trien-8-one